CN(C=1SC(=C(N1)C1=CC=CC=C1)OC1=CC(=NC=C1)NC=1C=C(C(=O)O)C=CC1)C 3-((4-((2-(Dimethylamino)-4-phenylthiazol-5-yl)oxy)pyridin-2-yl)amino)benzoic acid